N-((6-(benzo[d][1,3]dioxol-5-ylamino)-2-morpholinopyrimidin-4-yl)methyl)picolinamide O1COC2=C1C=CC(=C2)NC2=CC(=NC(=N2)N2CCOCC2)CNC(C2=NC=CC=C2)=O